4,4-bis(non-3-yn-1-yloxy)butyronitrile C(CC#CCCCCC)OC(CCC#N)OCCC#CCCCCC